(7-(3,5-Difluorophenoxy)-2,2-difluoro-3-oxo-2,3-dihydro-1H-inden-4-yl)(imino)(methyl)-λ6-sulfanone FC=1C=C(OC=2C=CC(=C3C(C(CC23)(F)F)=O)S(=O)(C)=N)C=C(C1)F